C(C)(=O)C1=NN(C2=C(C=C(C=C12)C=1C=NC(=NC1)C)C)CC(=O)N1[C@@H]2C[C@@]2(C[C@H]1C(=O)NCCCCC)C (1R,3S,5R)-2-(2-(3-acetyl-7-methyl-5-(2-methylpyrimidin-5-yl)-1H-indazol-1-yl)acetyl)-5-methyl-N-pentyl-2-azabicyclo[3.1.0]hexane-3-carboxamide